(1R,2S,5S)-N-((S)-1-cyano-2-((S)-2-oxopiperidin-3-yl)ethyl)-3-((S)-3,3-dimethyl-2-(2,2,2-trifluoroacetamido)butanoyl)-6,6-dimethyl-3-azabicyclo[3.1.0]hexane-2-carboxamide C(#N)[C@H](C[C@H]1C(NCCC1)=O)NC(=O)[C@@H]1[C@H]2C([C@H]2CN1C([C@H](C(C)(C)C)NC(C(F)(F)F)=O)=O)(C)C